C(N)(OCC1=NN2C(N=C(C=C2N2CCOCC2)N2N=C(C=C2)C2=CC=CC=C2)=C1)=O ((7-morpholino-5-(3-phenyl-1H-pyrazol-1-yl) pyrazolo[1,5-a]pyrimidin-2-yl) methyl) carbamate